C1(=CC(=CC=C1)[C@H]1C[C@@H](CC2=CC=CC=C12)N(C)C)C1=CC=CC=C1 Trans-4-([1,1'-biphenyl]-3-yl)-N,N-dimethyl-1,2,3,4-tetrahydronaphthalen-2-amine